N-(4-((3,4-Difluorophenylsulfonamido)methyl)benzyl)-4-methyl-1,2,3-thiadiazol-5-carboxamid FC=1C=C(C=CC1F)S(=O)(=O)NCC1=CC=C(CNC(=O)C2=C(N=NS2)C)C=C1